BrC=1C=CC(=C(C#N)C1)N1CCC2(CC1)CCN(CC2)S(=O)(=O)C 5-bromo-2-(9-(methylsulfonyl)-3,9-diazaspiro[5.5]undecan-3-yl)benzonitrile